1-(5-Chloro-2-methylphenyl)-3-[1-(4-cyanophenyl)-5-oxopyrrolidine-3-yl]urea ClC=1C=CC(=C(C1)NC(=O)NC1CN(C(C1)=O)C1=CC=C(C=C1)C#N)C